ClC1=C(N(C(C2=C(C=CC=C12)C(=O)NCCC)=O)C1=CC=CC=C1)[C@H](C)NC=1C2=C(N=CN1)NC=CC2=O (S)-4-chloro-1-oxo-3-(1-((5-oxo-5,8-dihydropyrido[2,3-d]pyrimidin-4-yl)amino)ethyl)-2-phenyl-N-propyl-1,2-dihydroisoquinoline-8-carboxamide